C(C)N1CCC(CC1)C=1C(=C(C(=CC1)N)N)OCC(C)C 4-(1-ethylpiperidin-4-yl)-3-isobutoxybenzene-1,2-diamine